5-(7,8-dimethyl-[1,2,4]triazolo[1,5-a]pyridin-6-yl)-6-isopropyl-2-(2-methylpiperazin-1-yl)-4H-pyrrolo[3,2-d]thiazole CC1=C(C=2N(C=C1C1=C(C=3N=C(SC3N1)N1C(CNCC1)C)C(C)C)N=CN2)C